(S)-(4-(7-chloropyrazolo[1,5-a]pyridin-2-yl)-6,7-dihydro-1H-imidazo[4,5-c]pyridin-5(4H)-yl)(4-(difluoromethyl)oxazol-5-yl)methanone ClC1=CC=CC=2N1N=C(C2)[C@H]2N(CCC1=C2N=CN1)C(=O)C1=C(N=CO1)C(F)F